COC(C1CCN(CC1)C=1C=CC(=NC1)[C@@H]1C=2C=CC(=CC2C(C[C@@H]1C1=CC=CC=C1)(F)F)O)OC (5S,6S)-5-(5-(4-(dimethoxymethyl)piperidin-1-yl)pyridin-2-yl)-8,8-difluoro-6-phenyl-5,6,7,8-tetrahydronaphthalen-2-ol